O=C1NC=C(C(N1)=O)N1C[C@H](N(CC1)C(=O)OC(C)(C)C)C tert-butyl (R)-4-(2,4-dioxo-1,2,3,4-tetrahydro-pyrimidin-5-yl)-2-methylpiperazine-1-carboxylate